5-amino-2-methyl-N,N-dipropyl-6H-thieno[3,2-b]azepine-7-carboxamide NC=1CC(=CC2=C(N1)C=C(S2)C)C(=O)N(CCC)CCC